(1,3-Dioxoisoindolin-2-yl) 1-(tert-butoxycarbonylamino)-3,3-difluorocyclobutane-carboxylate C(C)(C)(C)OC(=O)NC1(CC(C1)(F)F)C(=O)ON1C(C2=CC=CC=C2C1=O)=O